stearyl-fumaric acid C(CCCCCCCCCCCCCCCCC)/C(/C(=O)O)=C\C(=O)O